COC1=CC=C(C=C1)CN1C(N(CCC1=O)C1=CC=NC2=C(C=CC=C12)N1CCN(CC1)C(=O)OC(C)(C)C)=O 1-Tert-butyl 4-[4-[3-[(4-methoxyphenyl)methyl]-2,4-dioxo-hexahydropyrimidin-1-yl]-8-quinolyl]piperazine-1-carboxylate